C[C@@H](CC)C1=CC=C2C(=C(C(N(C2=C1)C)=O)C#N)N1CCC(CC1)(C=1OC2=C(N1)C=C(C=C2)C)C 7-[(2S)-but-2-yl]-1-methyl-4-[4-methyl-4-(5-methyl-1,3-benzooxazol-2-yl)piperidin-1-yl]-2-oxo-1,2-dihydroquinoline-3-carbonitrile